FC1=C(N=CC2=C1N=C(N=C2N2CCC(CC2)C(=O)OC2=C(C=CC=C2F)F)OCC21CCCN1CCC2)C2=CC=CC1=CC=CC(=C21)F 2,6-difluorophenyl 1-(8-fluoro-7-(8-fluoronaphthalen-1-yl)-2-((tetrahydro-1H-pyrrolizin-7a(5H)-yl)methoxy)pyrido[4,3-d]pyrimidin-4-yl)piperidine-4-carboxylate